C1=C(OC(=C1)[N+](=O)[O-])/C=N/NC(=O)N NITROFURANE